C(C)(C)N(C(OC1=CC=CC2=CC=CC(=C12)OC(N(C(C)C)C(C)C)=O)=O)C(C)C naphthalene-1,8-diyl bis(diisopropylcarbamate)